[OH-].[OH-].C(CN)N ethylenediamine dihydroxide